ClC1=CC(=C(C(=O)NCCCC(=O)O)C=C1)O 4-[(4-chloro-2-hydroxybenzoyl)amino]butyric acid